methyl O-acetyl-N-(N-(2-(4-((tert-butoxycarbonyl)amino)phenyl)thiazole-4-carbonyl)-O-(tert-butyldiphenylsilyl)seryl)-L-threoninate C(C)(=O)O[C@@H]([C@H](NC([C@@H](NC(=O)C=1N=C(SC1)C1=CC=C(C=C1)NC(=O)OC(C)(C)C)CO[Si](C1=CC=CC=C1)(C1=CC=CC=C1)C(C)(C)C)=O)C(=O)OC)C